2,2,2-trifluoro-1-(3-(3-fluorophenyl)-1-methyl-1H-indazol-6-yl)ethyl 4-nitrobenzenesulfonate [N+](=O)([O-])C1=CC=C(C=C1)S(=O)(=O)OC(C(F)(F)F)C1=CC=C2C(=NN(C2=C1)C)C1=CC(=CC=C1)F